5-Methyl-Cytosine-13C CC=1C(=N[13C](NC1)=O)N